4-((4-(azetidin-3-yloxy)phenyl)ethynyl)N1-methyl-2,7-naphthyridine-1,6-diamine N1CC(C1)OC1=CC=C(C=C1)C#CC1=CN=C(C2=CN=C(C=C12)N)NC